C(C)OC(CCCCCCCCCCCCCCCCCO)=O Ethyl-18-hydroxyoctadecanoat